3-Hydroxy-heptacosanoic acid OC(CC(=O)O)CCCCCCCCCCCCCCCCCCCCCCCC